C=1N=CN2C1C1=CC=CC=C1[C@@H]2C2C(CC2)(O)C ((S)-5H-imidazo[5,1-a]isoindol-5-yl)-1-methylcyclobutan-1-ol